tert-butyl {4-[2-(2-{[(2S,5R)-6-benzyloxy-7-oxo-1,6-diazabicyclo[3.2.1]oct-2-yl]carbonyl}hydrazinyl)-2-oxoethyl]phenyl}carbamate C(C1=CC=CC=C1)ON1[C@@H]2CC[C@H](N(C1=O)C2)C(=O)NNC(CC2=CC=C(C=C2)NC(OC(C)(C)C)=O)=O